2-(3,5-dimethoxyphenyl)benzo[4,5]imidazo[1,2-a]pyrimidine COC=1C=C(C=C(C1)OC)C1=NC=2N(C=C1)C1=C(N2)C=CC=C1